tris(2-(2,6-dimethyl-4-morpholinyl)ethyl)amine CC1CN(CC(O1)C)CCN(CCN1CC(OC(C1)C)C)CCN1CC(OC(C1)C)C